Cl.BrC1=CC=C(C=C1)C1=CC=C(N1C1=C(C=CC=C1)C(F)(F)F)C=1C=C(C(=O)N[C@H]2CN(CC2)C)C=CC1 3-[5-(4-bromophenyl)-1-[2-(trifluoromethyl)phenyl]pyrrol-2-yl]-N-[(3R)-1-methylpyrrolidin-3-yl]benzamide hydrochloride